1-isopropyl-5-methyl-3-(p-tolyl)-1H-pyrazol-4-ol C(C)(C)N1N=C(C(=C1C)O)C1=CC=C(C=C1)C